(2-Fluoropyridin-4-yl)benzonitrile FC1=NC=CC(=C1)C1=C(C#N)C=CC=C1